CC1(OC(CC1)C(C)(C)O)C=C 2-methyl-2-vinyl-5-(1-hydroxy-1-methylethyl)tetrahydrofuran